F[C@H]1C[C@H](N=C1OC)C(=O)OC methyl (2S,4S)-4-fluoro-5-methoxy-3,4-dihydro-2H-pyrrole-2-carboxylate